1-((1,3-dioxolan-2-yl)methyl)-8-(1-(2,2-difluoroethyl)-1H-pyrazolo[3,4-b]pyrazin-6-yl)-2,8-diazaspiro[4.5]decan-3-one O1C(OCC1)CC1NC(CC12CCN(CC2)C2=CN=C1C(=N2)N(N=C1)CC(F)F)=O